3-[[6-(2,6-dimethylphenyl)-4-[(3S)-5-methyl-3-(spiro[2.3]hexan-5-ylamino)hexyl]-2-pyridyl]sulfamoyl]benzoic acid CC1=C(C(=CC=C1)C)C1=CC(=CC(=N1)NS(=O)(=O)C=1C=C(C(=O)O)C=CC1)CC[C@@H](CC(C)C)NC1CC2(CC2)C1